CN1C=[N+](C2=C1C(=O)NC=N2)[C@H]3[C@@H]([C@@H]([C@H](O3)CO)O)O The molecule is a positively charged methylinosine in which a single methyl substituent is located at position 7 on the hypoxanthine ring. It has a role as a metabolite. It is a member of inosines and an organic cation. It derives from an inosine.